N-(5-bromo-2-methylphenyl)-N-methylpropiolamide BrC=1C=CC(=C(C1)N(C(C#C)=O)C)C